C1(=C(C=CC=C1)C=1C2CC=C(C(CC1)C2)C2=C(C=CC=C2)C)C 2,6-ditolylbicyclo[3.3.1]nona-2,6-diene